FC1(CC(C1)N1C[C@@H](CCC1)NC=1N=NC(=C(N1)C)C1=C(C=2CCC(C2C=C1)=C(F)F)O)F (R)-5-(3-((1-(3,3-difluorocyclobutyl)piperidin-3-yl)amino)-5-methyl-1,2,4-triazine-6-yl)-1-(difluoromethylene)-2,3-dihydro-1H-indene-4-ol